CN1CC2CN(CC2C1)C1=CC2=CC=CC=C2C=C1 2-methyl-5-(naphthalene-2-yl)octahydro-pyrrolo[3,4-c]pyrrole